(1,1,2-tribromoethyl)benzene BrC(CBr)(Br)C1=CC=CC=C1